N,N-diethyl-3-aminosulfonyl-4-phenoxy-5-(1-pyrrolidinyl)benzamide C(C)N(C(C1=CC(=C(C(=C1)N1CCCC1)OC1=CC=CC=C1)S(=O)(=O)N)=O)CC